2-((((3-(dimethylamino)propyloxy)carbonyl)oxy) Methyl)propyl (9Z,12Z)-octadeca-9,12-dienoate C(CCCCCCC\C=C/C\C=C/CCCCC)(=O)OCC(C)COC(=O)OCCCN(C)C